C(C)(C)(C)OC(=O)N1CC2=C(CC1)N(C(=N2)C(NC=2C(=C(C=CC2)C2=C(C(=CC=C2)C2=NC(=C(C=C2)C=O)OC)Cl)Cl)=O)C 2-((2,2'-dichloro-3'-(5-formyl-6-methoxypyridin-2-yl)-[1,1'-biphenyl]-3-yl)carbamoyl)-1-methyl-1,4,6,7-tetrahydro-5H-imidazo[4,5-c]pyridine-5-carboxylic acid tert-butyl ester